COC1=C(C[C@@H]2N(CC3(CC3)C2)C2=NC(=CC(N2)=O)N2CCOCC2)C=CC=C1 (R)-2-(6-(2-methoxybenzyl)-5-azaspiro[2.4]heptan-5-yl)-6-morpholinopyrimidin-4(3H)-one